C(CCC)NC(CNC1=CC=C(C=C1)OC)=O N-butyl-2-((4-methoxyphenyl)amino)acetamide